N-(adamantan-2-yl)-2-(1,1-dioxido-6-(4-(trifluoromethoxy)benzyl)-1,2,6-thiadiazinane-2-yl)acetamide C12C(C3CC(CC(C1)C3)C2)NC(CN2S(N(CCC2)CC2=CC=C(C=C2)OC(F)(F)F)(=O)=O)=O